1,2-diicosylglycero-3-phospho-glycerol C(CCCCCCCCCCCCCCCCCCC)OCC(OCCCCCCCCCCCCCCCCCCCC)COP(=O)(O)OCC(O)CO